C(C)C1=NOC(=C1)CN1C(=NN=C1)C1=C(C=C(C=C1)F)I 4-[(3-ethyl-1,2-oxazol-5-yl)methyl]-3-(4-fluoro-2-iodophenyl)-4H-1,2,4-triazole